FC1=CC=C(C(=C1[C@@H]([C@@H](C=1OC(NN1)=O)NS(=O)(=O)N1CC(CC(C1)C)C)C)C)C N-((1S,2S)-2-(6-fluoro-2,3-dimethylphenyl)-1-(5-oxo-4,5-dihydro-1,3,4-oxadiazol-2-yl)propyl)-3,5-dimethyl-piperidine-1-sulfonamide